FC1(CN(CC[C@H]1NC1=NN2C(C(=N1)OC)=C(C(=C2)F)C=2C=CC1=C(N(C(=N1)C)CC(F)F)C2)C)F (R)-N-(3,3-difluoro-1-methylpiperidin-4-yl)-5-(1-(2,2-difluoroethyl)-2-methyl-1H-benzo[d]imidazol-6-yl)-6-fluoro-4-methoxypyrrolo[2,1-f][1,2,4]triazin-2-amine